BrC1=CC(=NN1COCC[Si](C)(C)C)C(=O)OC methyl 5-bromo-1-[[2-(trimethylsilyl)ethoxy]methyl]pyrazole-3-carboxylate